1-((4,8,11-tris(carboxymethyl)-1,4,8,11-tetraazacyclotetradecan-1-yl)methyl)isochinolin-2-oxid C(=O)(O)CN1CCN(CCCN(CCN(CCC1)CC(=O)O)CC(=O)O)CC1=[N+](C=CC2=CC=CC=C12)[O-]